(1H-imidazol-1-yl)-N-((1r,4r)-4-(2-methoxyethoxy)cyclohexyl)-1H-benzo[d]imidazole-7-carboxamide N1(C=NC=C1)N1C=NC2=C1C(=CC=C2)C(=O)NC2CCC(CC2)OCCOC